ClC=1C=NC=C(C1[C@@H](C)OC=1C=C2C(=NN(C2=CC1)C1OCCCC1)C=1C=NC(=CC1)F)Cl 5-[(1R)-1-(3,5-dichloro-4-pyridyl)ethoxy]-3-(6-fluoro-3-pyridyl)-1-tetrahydropyran-2-yl-indazole